8-(1-bromoethyl)-2-(4,4-dimethyl-1-piperidyl)-3-ethyl-6-methyl-chromen-4-one BrC(C)C=1C=C(C=C2C(C(=C(OC12)N1CCC(CC1)(C)C)CC)=O)C